1-(4-((3-chloro-1H-pyrrolo[2,3-b]pyridin-4-yl)oxy)-2-fluorophenyl)-3-(4-((1-(oxetan-3-yl)piperidin-4-yl)oxy)-3-(trifluoromethyl)phenyl)urea ClC1=CNC2=NC=CC(=C21)OC2=CC(=C(C=C2)NC(=O)NC2=CC(=C(C=C2)OC2CCN(CC2)C2COC2)C(F)(F)F)F